FC(C)(F)C1=CN=CC(=N1)N1N=C(C=2C=NC(=CC21)NC(C)=O)N2C[C@@](CC2)(C)N(C)C (S)-N-(1-(6-(1,1-difluoroethyl)pyrazin-2-yl)-3-(3-(dimethylamino)-3-methylpyrrolidin-1-yl)-1H-pyrazolo[4,3-c]pyridin-6-yl)acetamide